((S)-4,4-difluoro-1-(((S)-1-hydroxy-3-((S)-2-oxopyrrolidin-3-yl)propan-2-yl)amino)-1-oxobutan-2-yl)carbamic acid 2-(3-chlorophenyl)-2,2-difluoro-1-phenylethyl ester ClC=1C=C(C=CC1)C(C(C1=CC=CC=C1)OC(N[C@H](C(=O)N[C@H](CO)C[C@H]1C(NCC1)=O)CC(F)F)=O)(F)F